ClC1=C(C=CC=C1C=1C=C2N(C=C(N(C2=O)CCN2C[C@H](CC2)C(=O)O)C)C1)C1=C(C(=CC=C1)C=1C=C2N(C=C(N(C2=O)CCN2C[C@H](CC2)C(=O)O)C)C1)Cl (3S,3'S)-1,1'-(((2,2'-dichloro-[1,1'-biphenyl]-3,3'-diyl)bis(3-methyl-1-oxopyrrolo[1,2-a]pyrazine-7,2(1H)-diyl))bis(ethane-2,1-diyl))bis(pyrrolidine-3-carboxylic acid)